N1C(C=CC=C1C(=O)O)C(=O)O dihydropyridine-2,6-dicarboxylic acid